eicosandiic acid C(CCCCCCCCCCCCCCCCCCC(=O)O)(=O)O